C(C(C)C)(=O)OC1=C2N(N=CC1=O)[C@H]([C@@H]1N(C2=O)CCC1)[C@H](C1=CC=C(C=C1)F)C1=C(C(=CC=C1)F)F (9aR,10S)-10-((R)-(2,3-difluorophenyl)(4-fluorophenyl)methyl)-3,5-dioxo-3,5,8,9,9a,10-hexahydro-7H-pyrrolo[1',2':4,5]pyrazino[1,2-b]pyridazin-4-yl isobutyrate